4-(4-bromophenyl)-3,6-dihydro-2H-pyran BrC1=CC=C(C=C1)C=1CCOCC1